C1(CC1)COC1=C(C=CC(=N1)C(=O)N[C@H](COCCCF)CC(C)C)N1CC(C1)OC 6-(cyclopropylmethoxy)-N-[(2S)-1-(3-fluoropropoxy)-4-methylpent-2-yl]-5-(3-methoxyazetidin-1-yl)pyridine-2-carboxamide